[Zn].C(C)SC=1C(=NC=C(C1)OC1=NC=CC=C1)C=1C=C2C(=CN1)N(C=C2)CC(C(F)(F)F)(F)F 5-[3-ethylsulfanyl-5-(2-pyridyloxy)-2-pyridyl]-1-(2,2,3,3,3-pentafluoropropyl)pyrrolo[2,3-c]pyridine zinc